tert-butyl 4-(6,7-dicyclopropyl-1-(2,6-diethylphenyl)-2-oxo-1,2-dihydropyrido[2,3-d]pyrimidin-4-yl)-3-methylpiperazine-1-carboxylate C1(CC1)C1=CC2=C(N(C(N=C2N2C(CN(CC2)C(=O)OC(C)(C)C)C)=O)C2=C(C=CC=C2CC)CC)N=C1C1CC1